BrC1=CN=C(C2=CC=CC=C12)N1CCNCC1 4-bromo-1-piperazin-1-yl-isoquinoline